ClC1=C(C=CC(=C1)F)C1=C(C=CC=C1)F 2-chloro-4,2'-difluoro-[1,1'-biphenyl]